NC1=NC=NN2C1=CC=C2[C@H]2[C@@H]([C@@H]([C@@](O2)(C#N)COP(=O)(OC2=CC=CC=C2)N[C@@H](C)C(=O)OCCCOC)O)O 3-Methoxypropyl ((((2R,3S,4R,5S)-5-(4-aminopyrrolo[2,1-f][1,2,4]triazin-7-yl)-2-cyano-3,4-dihydroxytetrahydrofuran-2-yl)methoxy)(phenoxy)phosphoryl)-L-alaninate